1-[(2,4-dimethylthiazol-5-yl)methyl]-N-(1-methylcyclopropyl)-3-(1-methylpyrazol-3-yl)-2-oxo-benzoimidazole-5-sulfonamide CC=1SC(=C(N1)C)CN1C(N(C2=C1C=CC(=C2)S(=O)(=O)NC2(CC2)C)C2=NN(C=C2)C)=O